4-N,6-dimethyl-1,3-diazacyclohexane-2,4-diamine CNC1NC(NC(C1)C)N